SC=1N=NC=CN1 3-mercapto-1,2,4-triazine